ClC1=C2C(=NC(=C1)C(=O)NC=1C=NC=C(C1)C1(CC(C1)C)C1=NN=CN1C)C(=CN2COCC[Si](C)(C)C)C 7-chloro-3-methyl-N-(5-((1s,3s)-3-methyl-1-(4-methyl-4H-1,2,4-triazol-3-yl)cyclobutyl)pyridin-3-yl)-1-((2-(trimethylsilyl)ethoxy)methyl)-1H-pyrrolo[3,2-b]pyridine-5-carboxamide